5-hydroxy-2-(n-propylamino)indan OC=1C=C2CC(CC2=CC1)NCCC